C(C)(=O)N(C1(CCOCC1)C(=O)N[C@@H](C)C1=CC=C(C(=O)OC)C=C1)CCOC1=CC=CC=C1 Methyl 4-[(1S)-1-[[4-[acetyl(2-phenoxyethyl)amino]tetrahydropyran-4-carbonyl]amino]ethyl]benzoate